3-((hexyl-1,1-d2)oxy)-4-(1-(methyl-d3)-1,2,5,6-tetrahydropyridin-3-yl-2,2-d2)-1,2,5-thiadiazole C(CCCCC)([2H])([2H])OC1=NSN=C1C=1C(N(CCC1)C([2H])([2H])[2H])([2H])[2H]